O=C1NC(CCC1N1C(C2=CC=CC(=C2C1=O)NCCCOC1=CC=C(C=N1)CNC(OC(C)(C)C)=O)=O)=O 1-Tert-butyl ((6-(3-((2-(2,6-dioxopiperidin-3-yl)-1,3-dioxoisoindolin-4-yl)amino)propoxy) pyridine-3-yl)methyl)carbamate